N-[3-[[6-[3-[[ethyl(methyl)sulfamoyl]amino]-2,6-difluorophenyl]-8-methyl-7-oxopyrido[2,3-d]pyrimidin-2-yl]amino]propyl]-N-methylacetamide C(C)N(S(=O)(=O)NC=1C(=C(C(=CC1)F)C1=CC2=C(N=C(N=C2)NCCCN(C(C)=O)C)N(C1=O)C)F)C